CC1=C(C=CC=C1C)N1CCN(CC1)C(CN1N=C(C2=C1CC1C2C1)C(=O)N1CCN(CC1)C(CO)=O)=O 1-[4-(2,3-Dimethylphenyl)piperazin-1-yl]-2-{3-[4-(hydroxyacetyl)piperazin-1-carbonyl]-3b,4,4a,5-tetrahydro-1H-cyclopropa[3,4]cyclopenta[1,2-c]pyrazol-1-yl}ethan-1-on